FC1=C(OC=2N=CC(=NC2)NC(C(C)N2CC(N(CC2)C(=O)C=2C=NC(NC2)=O)(C)C)=O)C=CC(=C1)F N-[5-(2,4-difluorophenoxy)pyrazin-2-yl]-2-[3,3-dimethyl-4-(2-oxo-1H-pyrimidine-5-carbonyl)piperazin-1-yl]propanamide